BrC1=C(C=CC=2C=COC21)OC 7-Bromo-6-methoxybenzofuran